OC=1C(=C(C(=O)C2=CC=CC=C2)C=CC1OCC(COC(C(=C)C)=O)O)O dihydroxy-4-(3-methacryloxy-2-hydroxypropoxy)benzophenone